(1R,5S)-3-(7-chloro-8-fluoro-2-((1-(((methylsulfonyl)oxy)methyl)cyclopropyl)methoxy)pyrido[4,3-d]pyrimidin-4-yl)-3,8-diazabicyclo[3.2.1]octane-8-carboxylic acid tert-butyl ester C(C)(C)(C)OC(=O)N1[C@H]2CN(C[C@@H]1CC2)C=2C1=C(N=C(N2)OCC2(CC2)COS(=O)(=O)C)C(=C(N=C1)Cl)F